C(C)(C)OC1=CC=C(C=C1)C1=CC=2N(C=C1)C(=CN2)C=2C=NNC2 7-(4-isopropoxyphenyl)-3-(1H-pyrazol-4-yl)imidazo[1,2-a]pyridine